CC1=CC=C(C=C1)S(=O)(=O)OC1CCC(CC1)C(=O)O (1S,4S)-4-(p-toluenesulfonyloxy)cyclohexane-1-carboxylic acid